(2,6-dimethyl-2H-thieno[3,2-c]pyrazol-3-yl)propan-2-ol CN1N=C2C(=C1CC(C)O)SC=C2C